[Cl-].BrC=1C=NC(=NC1)N1N=CN=C1[C@H](C)[NH3+] [(1S)-1-[2-(5-bromopyrimidin-2-yl)-1,2,4-triazol-3-yl]ethyl]ammonium chloride